N-(4-(2-chlorophenyl)-1,5-naphthyridin-3-yl)-N'-(2,4-difluorophenyl)urea ClC1=C(C=CC=C1)C1=C(C=NC2=CC=CN=C12)NC(=O)NC1=C(C=C(C=C1)F)F